sulfosalicylic acid ammonia salt N.OC(=O)C=1C(O)=CC=C(S(=O)(=O)O)C1